2-[3-chloro-2-fluoro-4-[8-[4-[4-[(2R)-2-(hydroxymethyl)piperazine-1-carbonyl]piperidine-1-carbonyl]-3-methyl-anilino]imidazo[1,2-a]pyrazin-3-yl]phenoxy]acetonitrile ClC=1C(=C(OCC#N)C=CC1C1=CN=C2N1C=CN=C2NC2=CC(=C(C=C2)C(=O)N2CCC(CC2)C(=O)N2[C@H](CNCC2)CO)C)F